C(C)(C)(C)[C@@H]1CC=2C=C3C(=NC2CC1)SC(=N3)C(=O)N[C@H](CC[NH+]3CCC(CC3)O)C3=CC=C(C=C3)N3N=CN=C3 (7S)-7-tert-butyl-N-[(1R)-3-(4-hydroxypiperidin-1-ium-1-yl)-1-[4-(1,2,4-triazol-1-yl)phenyl]propyl]-5,6,7,8-tetrahydrothiazolo[5,4-b]quinoline-2-carboxamide